C(CCCC(CC)N)N 1,5-Heptanediamine